CN(CC=O)CC1=C(OC=C1)C 2-(METHYL[(2-METHYLFURAN-3-YL)METHYL]AMINO)ACETALDEHYDE